tri-n-hexylphosphine C(CCCCC)P(CCCCCC)CCCCCC